4-(2-((1-(difluoromethyl)-1H-pyrazol-4-yl)amino)pyrazolo[1,5-a]pyridin-5-yl)-6-methylpyridin FC(N1N=CC(=C1)NC1=NN2C(C=C(C=C2)C2=CC=NC(=C2)C)=C1)F